FC1=C2C(=NNC2=CC(=C1)C#N)C 4-fluoro-3-methyl-1H-indazole-6-carbonitrile